C1(CCCC1)NC1=CC=C(C=C1)C1C(CC2C(N1)CN(C2)C(=O)OC(C)(C)C)C(NC2=CC(=C(C=C2)C)C(F)(F)F)=O tert-butyl 2-[4-(cyclopentylamino) phenyl]-3-[[4-methyl-3-(trifluoromethyl) phenyl] carbamoyl]-1,2,3,4,4a,5,7,7a-octahydropyrrolo[3,4-b]pyridine-6-carboxylate